N-methyl-N-methoxybutyl-pyrrolidinium trifluoromethanesulfonate FC(S(=O)(=O)[O-])(F)F.C[N+]1(CCCC1)CCCCOC